zinc iron calcium phosphate P(=O)([O-])([O-])[O-].[Ca+2].[Fe+2].[Zn+2].P(=O)([O-])([O-])[O-]